ethylamino-acetic acid C(C)NCC(=O)O